(E)-3-(3-Hydroxy-4-methoxyphenyl)-1-[4-(trifluoromethyl)phenyl]prop-2-en-1-one OC=1C=C(C=CC1OC)/C=C/C(=O)C1=CC=C(C=C1)C(F)(F)F